C(C)O[Si](CCCSSCCC[Si](OCC)(OCC)OCC)(OCC)OCC bis-(3-[triethoxysilyl]-propyl)-disulfane